2,4-di-t-amyl-6-(3',5'-di-tert-amyl-2'-hydroxy-α-methylbenzyl)phenyl acrylate C(C=C)(=O)OC1=C(C=C(C=C1C(C1=C(C(=CC(=C1)C(C)(C)CC)C(C)(C)CC)O)C)C(C)(C)CC)C(C)(C)CC